N=1C=NN2C1C=CC(=C2)C2CCN(CC2)S(=O)(=O)C=2C=NN(C2)C 4-((4-([1,2,4]triazolo[1,5-a]pyridin-6-yl)piperidin-1-yl)sulfonyl)-1-methyl-1H-pyrazole